Ethyl 3-(1-cyanocyclopropyl)-1-((3,3-difluoro-1-methylcyclobutyl)methyl)-4-(trifluoromethyl)-1H-pyrazole-5-carboxylate C(#N)C1(CC1)C1=NN(C(=C1C(F)(F)F)C(=O)OCC)CC1(CC(C1)(F)F)C